C12(CCC(CC1)C2)C(=O)N2C[C@H]1OC3=C([C@@H]2C1)C=CC=C3 bicyclo[2.2.1]heptan-1-yl((2S,5S)-2,3-dihydro-2,5-methanobenzo[f][1,4]oxazepin-4(5H)-yl)methanone